4'-(tert-Butyl)-[1,1'-biphenyl]-4-carbaldehyde C(C)(C)(C)C1=CC=C(C=C1)C1=CC=C(C=C1)C=O